(1R)-6-chloro-1-[(2S,3S,4R,5R)-5-(4-aminopyrrolo[2,3-d]pyrimidin-7-yl)-3,4-dihydroxy-tetrahydrofuran-2-yl]isochroman-3-one ClC=1C=C2CC(O[C@H](C2=CC1)[C@H]1O[C@H]([C@@H]([C@@H]1O)O)N1C=CC2=C1N=CN=C2N)=O